tert-Butyl ((1r,4r)-4-((2-(6'-carbamoyl-6-chloro-2'-fluoro-3'-(2-methoxyethoxy)-4-methyl-[1,1'-biphenyl]-3-yl)-2-phenylethyl)amino)cyclohexyl)carbamate C(N)(=O)C1=CC=C(C(=C1C1=CC(=C(C=C1Cl)C)C(CNC1CCC(CC1)NC(OC(C)(C)C)=O)C1=CC=CC=C1)F)OCCOC